tert-butyl 4-[5-(2,6-dibenzyloxy-3-pyridyl)-3-fluoro-2-pyridyl]piperidine-1-carboxylate C(C1=CC=CC=C1)OC1=NC(=CC=C1C=1C=C(C(=NC1)C1CCN(CC1)C(=O)OC(C)(C)C)F)OCC1=CC=CC=C1